CSSSCCC Methylpropyl trisulfide